CCC#C but-3-yne